ClCCC(=C(C1=CC=C(C=C1)O)C1=CC=C(OCCNC(CCSC2=C3C(N(C(C3=CC=C2)=O)C2C(NC(CC2)=O)=O)=O)=O)C=C1)C1=CC=CC=C1 N-(2-(4-(4-chloro-1-(4-hydroxyphenyl)-2-phenylbut-1-en-1-yl)phenoxy)ethyl)-3-((2-(2,6-dioxopiperidin-3-yl)-1,3-dioxoisoindolin-4-yl)thio)propanamide